2-(2,4-dichlorophenyl)-N-{3-sulfamoyl-4-[5-(trifluoromethyl)pyridin-3-yl]phenyl}acetamide ClC1=C(C=CC(=C1)Cl)CC(=O)NC1=CC(=C(C=C1)C=1C=NC=C(C1)C(F)(F)F)S(N)(=O)=O